diethylene glycol e-di(mercaptopropionate) SC(C(=O)OCCOCCOC(C(C)S)=O)C